S1C(=NC2=C1C=CC=C2)NC(=O)C=2C=CC=C1CCN(CC21)C2=CC=C(C(=N2)C(=O)OC(C)(C)C)C2=C(C(=CC=C2)OCCC2CCN(CC2)C(=O)OC(C)(C)C)C tert-butyl 6-[8-(1,3-benzothiazol-2-ylcarbamoyl)-3,4-dihydro-1H-isoquinolin-2-yl]-3-[3-[2-(1-tert-butoxycarbonyl-4-piperidyl)ethoxy]-2-methyl-phenyl]pyridine-2-carboxylate